ethyl 3-((tert-butyldimethylsilyl) oxy)-4-methyl-1H-pyrazole-5-carboxylate [Si](C)(C)(C(C)(C)C)OC1=NNC(=C1C)C(=O)OCC